monoethyl-trimethyl-ammonium C(C)[N+](C)(C)C